COCC1CN(CCCC1)C1=NC(=NC=C1)C1=CN=C2N1C=C(N=C2)C(F)(F)F 3-(4-(3-(Methoxymethyl)azepan-1-yl)pyrimidin-2-yl)-6-(trifluoromethyl)imidazo[1,2-a]pyrazine